3,5-bis(difluoromethoxy)-1H-pyrazole FC(OC1=NNC(=C1)OC(F)F)F